5-(2-nitrophenyl)-1,2-diphenylbenzo[e]benzimidazole [N+](=O)([O-])C1=C(C=CC=C1)C=1C2=C(C3=C(N=C(N3C3=CC=CC=C3)C3=CC=CC=C3)C1)C=CC=C2